BrC1=CC2=C(N=CC3=C2N(CN(C3=O)C3=C(C=CC=C3Cl)Cl)C)N1S(=O)(=O)C1=CC=C(C)C=C1 8-bromo-3-(2,6-dichlorophenyl)-1-methyl-7-tosyl-1,2,3,7-tetrahydro-4H-pyrrolo[3',2':5,6]pyrido[4,3-d]pyrimidin-4-one